6-Amino-3-((1S,3S,4R)-4'-chloro-3-hydroxy-4-(1H-1,2,3-triazol-1-yl)-1',2'-dihydrospiro[cyclopentane-1,3'-pyrrolo[2,3-b]pyridin]-5'-yl)-2-fluoro-N,N-dimethylbenzamide NC1=CC=C(C(=C1C(=O)N(C)C)F)C=1C(=C2C(=NC1)NC[C@@]21C[C@@H]([C@@H](C1)N1N=NC=C1)O)Cl